3-(3-(3-((2-(Ethoxycarbonyl)-5-(phenethylamino)phenyl)amino)propyl)thioureido)propanoic acid C(C)OC(=O)C1=C(C=C(C=C1)NCCC1=CC=CC=C1)NCCCNC(NCCC(=O)O)=S